ClC1=CC=C(CNC(NC2=CC=C(CN3CC=CC=C3)C=C2)=O)C=C1 N-(4-(3-(4-chlorobenzyl)ureido)benzyl)pyridine